Cl.N[C@@H](C(=O)N[C@@H](CCCC1=CC=CC=C1)B1OC(C(O1)(C)C)(C)C)CC(N1CCCCC1)=O (R)-2-amino-4-oxo-N-((R)-4-phenyl-1-(4,4,5,5-tetramethyl-1,3,2-dioxaborolan-2-yl)butyl)-4-(piperidin-1-yl)butanamide hydrochloride